bis(2,5-dihydroxy-4-sulfophenylmethyl)amine OC1=C(C=C(C(=C1)S(=O)(=O)O)O)CNCC1=C(C=C(C(=C1)O)S(=O)(=O)O)O